N=1C=CN2C1N=CC(=C2)C2=CNC=1N=C(N=C(C12)OC)NC1CC(C1)(C(=O)N(C)C)C 3-((5-(imidazo[1,2-a]pyrimidin-6-yl)-4-methoxy-7H-pyrrolo[2,3-d]pyrimidin-2-yl)amino)-N,N,1-trimethylcyclobutane-1-carboxamide